ClC=1C=CC(=C(C1)C1=C2C(=NC=C1)C(=CS2)C(=O)O)C#CCN2C(=NC1=C(C2=O)C(=C(N=C1)N1CCN(CC1)CCC(F)(F)F)C#N)C 7-(5-chloro-2-(3-(5-cyano-2-methyl-4-oxo-6-(4-(3,3,3-trifluoropropyl)piperazin-1-yl)pyrido[3,4-d]pyrimidin-3(4H)-yl)prop-1-yn-1-yl)phenyl)thieno[3,2-b]pyridine-3-carboxylic acid